S1C(=NC2=C1C=CC=C2)\C(\CC(=O)O)=C\C=2C(=NN(C2)CC)C2=CC=C(C=C2)Cl (E)-3-(benzo[d]thiazol-2-yl)-4-(3-(4-chlorophenyl)-1-ethyl-1H-pyrazol-4-yl)but-3-enoic acid